6-(2-(5-cyclopropyl-3-(2-(trifluoromethyl)phenyl)isoxazol-4-yl)-7-azaspiro[3.5]non-1-en-7-yl)-4-(trifluoromethyl)nicotinic acid C1(CC1)C1=C(C(=NO1)C1=C(C=CC=C1)C(F)(F)F)C1=CC2(C1)CCN(CC2)C2=NC=C(C(=O)O)C(=C2)C(F)(F)F